5-benzyl-1,3-thiazol-2-amine C(C1=CC=CC=C1)C1=CN=C(S1)N